BrC1=CC(=C(C=C1)C(CNC(=O)C1=C2C(=NC=C1OC1=CC(=CC=C1)C(F)(F)F)OCCO2)(F)F)Cl N-[2-(4-bromo-2-chloro-phenyl)-2,2-difluoro-ethyl]-7-[3-(tri-fluoromethyl)phenoxy]-2,3-dihydro-[1,4]dioxino[2,3-b]pyridine-8-carboxamide